ClC1=C(CN(C2CC3=C(N(N=C3CC2)C2=NC=CC=C2)O)C)C=CC=C1 5-[(2-chlorobenzyl)methylamino]-2-(pyridin-2-yl)-4,5,6,7-tetrahydro-2H-indazol-3-ol